NC=1SC2=C(C=NC(=C2)C2=CCCCC2)N1 4-(2-aminothiazolo[4,5-c]pyridin-6-yl)cyclohex-3-en